C(C)OC=1C=C(C=CC1)C=1C=C(SC1)CN1CCN(CC1)C1=CC=C(N=N1)C(=O)NS(=O)(=O)C1=CC(=C(C=C1)NCCSC1=CC=CC=C1)C(F)(F)F 6-[4-[[4-(3-Ethoxyphenyl)thiophen-2-yl]methyl]piperazin-1-yl]-N-[4-(2-phenylsulfanylethylamino)-3-(trifluoromethyl)phenyl]sulfonylpyridazine-3-carboxamide